5-tert-butyl-2-{2-methanesulfonylimidazo[4,3-f][1,2,4]triazin-7-yl}pyridine C(C)(C)(C)C=1C=CC(=NC1)C1=NC=C2C=NC(=NN21)S(=O)(=O)C